((3-methyl-5-(2-methylquinolin-4-yl)-4,5,6,7-tetrahydro-1H-pyrazolo[4,3-c]pyridin-1-yl)methyl)bicyclo[2.2.2]octan-1-amine CC1=NN(C2=C1CN(CC2)C2=CC(=NC1=CC=CC=C21)C)CC2C1(CCC(C2)CC1)N